3-methyl-4-(α-D-galactopyranosyl)-butyric acid CC(CC(=O)O)C[C@@H]1[C@H](O)[C@@H](O)[C@@H](O)[C@H](O1)CO